(5-(azetidin-3-ylmethyl)benzo[d]isoxazol-3-yl)dihydropyrimidine-2,4(1H,3H)-dione N1CC(C1)CC=1C=CC2=C(C(=NO2)N2C(NC(CC2)=O)=O)C1